tert-butyl N-[2-chloro-3-(methoxymethyl)-6-nitro-phenyl]-N-methyl-carbamate ClC1=C(C(=CC=C1COC)[N+](=O)[O-])N(C(OC(C)(C)C)=O)C